indium (Iii)-aluminum [Al+3].[In+3]